1-fluoro-2-iodo-ethene FC=CI